N1=CN=C(C2=C1NC=C2)C=2C=NN(C2)C2(CC1C(CN(C1)S(=O)(=O)CC)C2)CC#N 2-(5-(4-(7H-pyrrolo[2,3-d]pyrimidin-4-yl)-1H-pyrazol-1-yl)-2-(ethylsulfonyl)octahydrocyclopenta[c]pyrrol-5-yl)acetonitrile